2-((trans)-3-cyanocyclobutyl)-2H-1,2,3-triazole C(#N)[C@@H]1C[C@H](C1)N1N=CC=N1